3-cyclobutoxy-1-((2-(trimethylsilyl)ethoxy)methyl)-1H-pyrazol-4-amine C1(CCC1)OC1=NN(C=C1N)COCC[Si](C)(C)C